ethyl 4-(3,4-dihydro-2H-1,3-benzoxazin-8-yl)-2-morpholin-4-ylbenzoate hydrochloride Cl.O1CNCC2=C1C(=CC=C2)C2=CC(=C(C(=O)OCC)C=C2)N2CCOCC2